C(#N)C=1C=C(\C=N\NC(=O)C=2C(=NC(=NC2)C2=NC=CC=C2)O)C=CC1 (E)-N'-(3-cyanobenzylidene)-4-hydroxy-2-(pyridin-2-yl)pyrimidine-5-carbohydrazide